N1CCC(CC1)CCCC1CCNCC1 1,3-bis(4-piperidinyl)propan